2-chloro-N-(3,5-dichlorophenyl)-N-[(4-fluorophenyl)methyl]acetamide ClCC(=O)N(CC1=CC=C(C=C1)F)C1=CC(=CC(=C1)Cl)Cl